aluminum-titanium-boron-silver [Ag].[B].[Ti].[Al]